C1=CC=[Ge]C=C1.O germinol